sodium hydroxysulfosuccinimide salt OC1(C(=O)NC(C1)=O)S(=O)(=O)[O-].[Na+]